3-((7-((2S,4R)-4-Amino-2-phenylpiperidine-1-carbonyl)-7-azaspiro[4.5]decan-10-yl)methyl)pyrimidin-4(3H)-one N[C@H]1C[C@H](N(CC1)C(=O)N1CC2(CCCC2)C(CC1)CN1C=NC=CC1=O)C1=CC=CC=C1